phenanthrenequinon C1(C(C=CC=2C3=CC=CC=C3C=CC12)=O)=O